4-octyloxy-2,3-difluorophenylboronic acid C(CCCCCCC)OC1=C(C(=C(C=C1)B(O)O)F)F